NCCCN1C(CCC1=O)=O N-aminopropyl-succinimide